4-[4-(cyclopropylamino)-1-piperidyl]-2-methyl-N-[6-methyl-8-[[(3-methyloxetan-3-yl)amino]methyl]imidazo[1,2-a]pyrazin-2-yl]indazole-7-carboxamide C1(CC1)NC1CCN(CC1)C=1C2=CN(N=C2C(=CC1)C(=O)NC=1N=C2N(C=C(N=C2CNC2(COC2)C)C)C1)C